N1C(=NC2=C1C=CC=C2)C2=CC(=C(C=C2)O)NC2=NC=C(C=N2)C2=CC(=CC=C2)F 4-(1H-benzo[d]imidazol-2-yl)-2-{[5-(3-fluorophenyl)pyrimidin-2-yl]amino}phenol